1-[(4R,7S)-2-[7-[3-(2-methoxyethoxy)-2-pyridyl]-4-(1-methylbenzimidazol-5-yl)thieno[3,2-c]pyridin-6-yl]-4,7-dimethyl-6,7-dihydro-4H-pyrazolo[1,5-a]pyrazin-5-yl]prop-2-en-1-one COCCOC=1C(=NC=CC1)C=1C2=C(C(=NC1C1=NN3C([C@H](N(C[C@@H]3C)C(C=C)=O)C)=C1)C1=CC3=C(N(C=N3)C)C=C1)C=CS2